7-methyl-4-quinazolinone CC1=CC=C2C(NC=NC2=C1)=O